6-(1-(6-isocyano-1H-imidazo[4,5-b]pyridin-2-yl)cyclobutyl)-1,2,3,4-tetrahydroquinoline [N+](#[C-])C=1C=C2C(=NC1)N=C(N2)C2(CCC2)C=2C=C1CCCNC1=CC2